F[C@@H]1[C@H]2CC[C@@H](C[C@@H]1N(C1=CN=C(N=N1)C=1C=C3C(C=C(OC3=CC1O)C)=O)C)N2 6-(6-(((1R,2R,3S,5S)-2-fluoro-8-azabicyclo[3.2.1]octan-3-yl)(methyl)amino)-1,2,4-triazin-3-yl)-7-hydroxy-2-methyl-4H-chromen-4-one